2-[4-(4-chlorophenyl)-5-(pyridin-4-yl)-1H-imidazol-1-yl]-N-methyl-N-{5-oxa-2-azaspiro[3.4]oct-7-yl}acetamide ClC1=CC=C(C=C1)C=1N=CN(C1C1=CC=NC=C1)CC(=O)N(C1COC2(CNC2)C1)C